rac-(1R,5R,6S,Z)-3-(4-chlorophenyl)-N'-hydroxybicyclo[3.1.0]hex-2-ene-6-carboxamidine ClC1=CC=C(C=C1)C1=C[C@@H]2[C@H]([C@@H]2C1)/C(=N/O)/N |r|